C(#N)C1=CC=C(C=C1)C(CN[C@H](C(=O)NC1=NC=C(C=C1)N1S(N(CC1)C)(=O)=O)C1=CC=CC=C1)C (S)-2-((2-(4-cyanophenyl)propyl)amino)-N-(5-(5-methyl-1,1-dioxido-1,2,5-thiadiazolidin-2-yl)pyridin-2-yl)-2-phenylacetamide